C1(CCC1)OC=1C(=CC2=CN(N=C2C1)C12COC(CC1)(CC2)C)C(=O)O 6-Cyclobutoxy-2-(1-methyl-2-oxabicyclo[2.2.2]octan-4-yl)-2H-indazole-5-carboxylic acid